C(C)(C)(C)OC(=O)NC1(CC(C1)=O)C(=O)[O-] 1-(tert-butoxycarbonylamino)-3-oxocyclobutane-1-carboxylate